2-((2S,5S)-5-(4-chlorobenzyl)-4-(4-(1,5-dimethyl-1H-pyrazol-3-yl)cyclohexyl)morpholin-2-yl)-N-ethylacetamide hydrochloride Cl.ClC1=CC=C(C[C@H]2CO[C@H](CN2C2CCC(CC2)C2=NN(C(=C2)C)C)CC(=O)NCC)C=C1